COC([C@H](CCCCO)NC(=O)OC(C)(C)C)=O.C(=O)(O)C1=CC=CC2=C(C=CC=C12)C(=O)O 1,5-dicarboxynaphthalene methyl-(S)-2-((t-butoxycarbonyl)amino)-6-hydroxyhexanoate